2-methyl-2,5-dioxo-1,2-oxaphospholane CP1(OC(CC1)=O)=O